FC(C1=CC=C(C(=N1)C1=CC=C2C=C(N=NC2=C1)OC)C=1C=NN(C1)C[C@H]1C[C@@H](CC1)F)F 7-(6-(difluoromethyl)-3-(1-(((1R,3R)-3-fluorocyclopentyl)methyl)-1H-pyrazol-4-yl)pyridin-2-yl)-3-methoxycinnoline